C(C)(C)(C)ONC(N(C1=CC=CC=C1)C1=CC=CC=C1)=O tert-butoxy-1,1-diphenylurea